N1(CCCCC1)C1=CC=C(NC2=CC=CC(=N2)S(=O)(=O)NC(=O)C=2C(=NC=CC2)N2C(CC(C2)C)(C)C)C=C1 N-[[6-[4-(1-Piperidyl)anilino]-2-pyridyl]sulfonyl]-2-(2,2,4-trimethylpyrrolidin-1-yl)pyridin-3-carboxamid